2-phenyl-3-(diphenylphosphino)-1-methylindole C1(=CC=CC=C1)C=1N(C2=CC=CC=C2C1P(C1=CC=CC=C1)C1=CC=CC=C1)C